(R,Z)-6-chloro-1,2-dimethyl-N-(1-(2-methyl-3-(trifluoromethyl)phenyl)prop-2-yn-1-yl)pyrido[3,4-d]pyrimidin-4(1H)-imine ClC1=CC/2=C(N(C(=N\C2=N/[C@H](C#C)C2=C(C(=CC=C2)C(F)(F)F)C)C)C)C=N1